3-{[4,7-Bis-(hydroxy-hydroxymethyl-phosphinoylmethyl)-[1,4,7]triazonan-1-ylmethyl]-hydroxy-phosphinoyl}-propionic acid OC(N1CCN(CCN(CC1)C([PH2]=O)(CO)O)CP(=O)(CCC(=O)O)O)([PH2]=O)CO